[2H]C([2H])([2H])C12N3C=C(CC=C3CN(CC=CC1)C2)C(=O)NCC2=C(C=C(C=C2F)F)F (trideuteriomethyl)-N-[(2,4,6-trifluorophenyl)methyl]-2,9-diazatricyclo[7.4.1.02,7]tetradeca-3,6,11-triene-4-carboxamide